C1(CC1)OC1=C(C=NC=C1)N(C1=CC=C(C=C1)C(F)(F)F)C1CCN(CC1)C(=NO)N 4-[N-[4-(cyclopropoxy)-3-pyridyl]-4-(trifluoromethyl)anilino]-N'-hydroxy-piperidine-1-carboxamidine